O[C@@H]1[C@H](CCCCC1)NC(=O)C1=CN(C(C=2C=CC=NC12)=O)CC1=CC=C(C=C1)C=1N=CSC1 N-((1S,2S)-2-hydroxycycloheptyl)-5-oxo-6-(4-(thiazol-4-yl)benzyl)-5,6-dihydro-1,6-naphthyridine-8-carboxamide